Heptadecan-9-Yl 9-Oxoicosanoate O=C(CCCCCCCC(=O)OC(CCCCCCCC)CCCCCCCC)CCCCCCCCCCC